C1(CCCCC1)[C@H](C(=O)NC1=CC2=C(S1)CC(CC2)(N2CC1(CC1)CNC2=O)C(NC)=O)C2=NN(C(=C2)C(=O)N)C ((1S)-1-cyclohexyl-2-((6-(methylcarbamoyl)-6-(6-oxo-5,7-diazaspiro[2.5]oct-5-yl)-4,5,6,7-tetrahydrobenzo[b]thiophen-2-yl)amino)-2-oxoethyl)-1-methyl-1H-pyrazole-5-carboxamide